(4-((R)-2-Hydroxy-3-(2H-tetrazol-2-yl)propoxy)phenyl)(3-(4-methoxyphenyl)pyrrolidin-1-yl)methanon O[C@@H](COC1=CC=C(C=C1)C(=O)N1CC(CC1)C1=CC=C(C=C1)OC)CN1N=CN=N1